C(C)(C)(C)OC(=O)N1[C@H](CN(CC1)C1=NC=C(C=C1)NC1=NC=C(C(=N1)NC=1C=CC2=C(NC(O2)=O)C1)C)C (S)-2-Methyl-4-{5-[5-methyl-4-(2-oxo-2,3-dihydro-benzooxazol-5-ylamino)-pyrimidin-2-ylamino]-pyridin-2-yl}-piperazine-1-carboxylic acid tert-butyl ester